COC([C@@H](CC1=CC=C(C=C1)OCCCC)OS(=O)(=O)C)=O |r| racemic-methyl-3-(4-butoxyphenyl)-2-[(methanesulfonyl)oxy]propanoate